C(C)(C)(C)OC(C1=C(C=CC=C1C)C(C)(C)C)=O.FC(C1=NC=CC(=C1)CNC(C)=O)(F)F N-((2-(trifluoromethyl)pyridin-4-yl)methyl)acetamide tertbutyl-2-(tert-butyl)-6-methylbenzoate